4-amino-N-methyl-N-(4-(pentafluoro-λ6-sulfanyl)benzyl)-1,3-dihydrofuro[3,4-c]quinoline-8-carboxamide NC1=NC=2C=CC(=CC2C2=C1COC2)C(=O)N(CC2=CC=C(C=C2)S(F)(F)(F)(F)F)C